(1S,8S)-(+)-trans-8-[(R)-phenylethylamino]cycloocta-4-enol C1(=CC=CC=C1)CCN[C@H]1CC/C=C/CC[C@@H]1O